C(C)(C)(C)OC(=O)N1CCN(CC1)C1=CC(=NC=C1C(NC=1SC=2C(=NC=C(C2)C2=CC=NC=C2)N1)=O)Cl tert-butyl-4-(2-chloro-5-((6-(pyridin-4-yl)thiazolo[4,5-b]pyridin-2-yl)carbamoyl)pyridin-4-yl)piperazine-1-carboxylate